OC=1C(=C(C(=CC1Cl)Cl)CCC(=O)O)Cl 3-(3-Hydroxy-2,4,6-trichlorophenyl)-propanoic acid